(2-chlorobenzyl)-2-(4-(2-(dimethylamino)ethyl)piperazin-1-yl)-6-(3,5-dimethylIsoxazol-4-yl)quinazolin-4-amine ClC1=C(CC2=C3C(=NC(=NC3=CC=C2C=2C(=NOC2C)C)N2CCN(CC2)CCN(C)C)N)C=CC=C1